FC(C1=CC=C2CCCN(C2=C1)C=1C=C(C2=C(N(C(N2C)=O)C)C1)C(C)C)F 6-(7-(difluoromethyl)-3,4-dihydroquinolin-1(2H)-yl)-4-isopropyl-1,3-dimethyl-1,3-dihydro-2H-benzo[d]imidazol-2-one